3-mercaptopropionic acid heptane-3-yl ester CCC(CCCC)OC(CCS)=O